tert-Butyl 3-formylazetidine-1-carboxylate C(=O)C1CN(C1)C(=O)OC(C)(C)C